N-((2-(allyloxy)-4,5-dichlorophenyl)(1-benzoylpiperidin-4-yl)methyl)-2,2,2-trifluoroacetamide C(C=C)OC1=C(C=C(C(=C1)Cl)Cl)C(NC(C(F)(F)F)=O)C1CCN(CC1)C(C1=CC=CC=C1)=O